The molecule is a benzoic acid compound having an iodosyl substituent at the ortho-position. It has a role as an EC 4.3.1.15 (diaminopropionate ammonia-lyase) inhibitor. It is a member of benzoic acids and an organoiodine compound. It is a tautomer of a 1-hydroxy-3-oxobenziodoxole. C1=CC=C(C(=C1)C(=O)O)I=O